COC=1C=C(C=CC1NCC#CC=1N(C2=CC=CC(=C2C1)NC1CCC(CC1)N1CC(C1)S(=O)(=O)C)CC(F)(F)F)S(=O)(=O)N 3-methoxy-4-{[3-(4-{[(1S,4S)-4-(3-methanesulfonylazetidin-1-yl)cyclohexyl]amino}-1-(2,2,2-trifluoroethyl)-1H-indol-2-yl)prop-2-yn-1-yl]amino}benzene-1-sulfonamide